5-Fluoro-N-((7-fluoroquinoxalin-6-yl)methyl)-4-(piperazin-1-yl)pyridin-3-amine FC=1C(=C(C=NC1)NCC=1C=C2N=CC=NC2=CC1F)N1CCNCC1